(6-(4-(3H-imidazo[4,5-b]pyridin-7-yl)-(methylsulfonyl)1H-pyrazol-1-yl)pyridin-3-yl)-3,3,3-trifluoropropan-1-amine N1=CNC2=NC=CC(=C21)C=2C(=NN(C2)C2=CC=C(C=N2)C(CC(F)(F)F)N)S(=O)(=O)C